OCCCCCCCCCCCCCCCCCC[N-]CC hydroxyl-ethyl-stearyl-amide